6-((5-(difluoromethoxy)-1H-pyrazol-3-yl)amino)-1H-pyrazolo[3,4-b]Pyrazine FC(OC1=CC(=NN1)NC1=CN=C2C(=N1)NN=C2)F